bis(cyclopentadienyl)bis[2,6-difluoro-3-(pyrrol-1-yl)phenyl]titanium C1(C=CC=C1)[Ti](C1=C(C(=CC=C1F)N1C=CC=C1)F)(C1=C(C(=CC=C1F)N1C=CC=C1)F)C1C=CC=C1